CC1(OC2=CC=CC=C2[C@@H](C1)NC(=O)C1C(C1C)CN1C(NC(CC1=O)(CC)CC)=[NH2+])C [1-[[2-[[(4R)-2,2-dimethylchroman-4-yl]carbamoyl]-3-methyl-cyclopropyl]methyl]-4,4-diethyl-6-oxo-hexahydropyrimidin-2-ylidene]ammonium